FC(C1=NN=C(O1)C1=CN=C(S1)CN(S(=O)(=O)CC)C=1C=NC=C(C1)F)F N-((5-(5-(difluoromethyl)-1,3,4-oxadiazol-2-yl)thiazol-2-yl)methyl)-N-(5-fluoropyridin-3-yl)ethanesulfonamide